BrC=1C(=CN=NC1)N(C(OC(C)(C)C)=O)C(=O)OC(C)(C)C tert-butyl N-(5-bromopyridazin-4-yl)-N-t-butoxycarbonyl-carbamate